CC1=C(C(=CC=C1)C)C#C 2,6-dimethylphenylacetylene